3-Decanoyl-4-hydroxy-6-methyl-2H-pyran-2-one C(CCCCCCCCC)(=O)C=1C(OC(=CC1O)C)=O